C(C1=CC=CC=C1)N(C1=CC(NC[C@@H]1C)=O)C (S)-4-(benzyl-(methyl)amino)-5-methyl-5,6-dihydropyridin-2(1H)-one